C(C)(C)N1C(=NN=C1)C1=CC=CC(=N1)N1C(C2=CC(=CC=C2C1)N1C=NC(=C1)C)=O 2-(6-(4-isopropyl-4H-1,2,4-triazol-3-yl)pyridin-2-yl)-6-(4-methyl-1H-imidazol-1-yl)isoindolin-1-one